C12CC(CC(CC1)O2)NC(OC(C)(C)C)=O tert-Butyl N-{8-oxabicyclo[3.2.1]octan-3-yl}carbamate